(S)-tert-Butyl (1-allyl-2-oxocycloheptyl)methylcarbamate C(C=C)[C@]1(C(CCCCC1)=O)CNC(OC(C)(C)C)=O